CC=1C(SSC1C)C methyl-(dimethyldithiol)